N-(7-fluoro-1,1,3-trimethyl-2,3-dihydro-1H-inden-4-yl)-1-methyl-1H-pyrazole-4-carboxamide FC=1C=CC(=C2C(CC(C12)(C)C)C)NC(=O)C=1C=NN(C1)C